NC=1C=2N(C=CN1)C(=NC2C2=CC=C(C=C2)C(NC2=NC=CC(=C2)C(F)(F)F)=O)C2CC(CC2)C(C(=O)O)(C)C 2-{3-[8-amino-1-(4-{[4-(trifluoromethyl)pyridin-2-yl]carbamoyl}phenyl)imidazo[1,5-a]pyrazin-3-yl]cyclopentyl}-2-methylpropanoic acid